5-[4-amino-5-(trifluoromethyl)pyrrolo[2,1-f][1,2,4]triazin-7-yl]-N-[(3R,4S)-1-[1-(3,5-difluorophenyl)ethyl]-4-fluoropyrrolidin-3-yl]-2-methoxypyridine-3-carboxamide NC1=NC=NN2C1=C(C=C2C=2C=C(C(=NC2)OC)C(=O)N[C@@H]2CN(C[C@@H]2F)C(C)C2=CC(=CC(=C2)F)F)C(F)(F)F